6-(4-Hydroxyisoindoline-2-carbonyl)benzo[d]oxazol-2(3H)-one OC1=C2CN(CC2=CC=C1)C(=O)C1=CC2=C(NC(O2)=O)C=C1